C(CCCCCCCCCCC)OCC Ethyl dodecyl Ether